N-[(4-{8-oxatricyclo[7.4.0.02,7]trideca-1(13),2,4,6,9,11-hexaene-6-sulfonyl}phenyl)methyl]imidazo[1,2-a]pyrimidine-6-carboxamide C=12C3=CC=CC(=C3OC2=CC=CC1)S(=O)(=O)C1=CC=C(C=C1)CNC(=O)C=1C=NC=2N(C1)C=CN2